1-(3,5-dichloropyridin-4-yl)ethoxyl-1H-indazole-3-carboxamide ClC=1C=NC=C(C1C(ON1N=C(C2=CC=CC=C12)C(=O)N)C)Cl